(1S,3R)-3-(3-(pyrazolo[1,5-a]pyrazin-4-ylamino)-1H-pyrazol-5-yl)cyclopentyl isopropylcarbamate C(C)(C)NC(O[C@@H]1C[C@@H](CC1)C1=CC(=NN1)NC=1C=2N(C=CN1)N=CC2)=O